1H-naphthyridine-2(3H)-one N1C(CCC2=CC=CN=C12)=O